OCC(C1=CC=C(C=C1)C1=NC(=CC=C1)N1CCCC1)NC(N)=O 3-(2-hydroxy-1-(4-(6-(pyrrolidin-1-yl)pyridin-2-yl)phenyl)-ethyl)urea